N-[(2-morpholino-3-pyridyl)methyl]-6-[4-(trifluoromethoxy)phenyl]pyridazine-4-carboxamide O1CCN(CC1)C1=NC=CC=C1CNC(=O)C1=CN=NC(=C1)C1=CC=C(C=C1)OC(F)(F)F